OC1CC(C1)(C(=O)O)C1=CC=C(C=C1)OC(F)(F)F E-3-hydroxy-1-[4-(trifluoromethoxy)phenyl]cyclobutanecarboxylic acid